24-fluoro-16-hydroxy-8-oxa-11,19-diazapentacyclo[17.5.2.113,17.02,7.022,26]heptacosa-1(24),2,4,6,13,15,17(27),22,25-nonaene-12,18-dione FC=1C=C2CCN3C(C=4C(=CC=C(C(NCCOC5=CC=CC=C5C1C=C23)=O)C4)O)=O